3,6-bis(2-methyl-2-morpholinyl)-9-butylcarbazole CC1(CNCCO1)C=1C=CC=2N(C3=CC=C(C=C3C2C1)C1(CNCCO1)C)CCCC